FC1=C(C=CC=C1)C1=NC2=CC(=CC=C2C(=C1)OC)C(=O)O 2-(2-fluorophenyl)-4-methoxyquinoline-7-carboxylic acid